C(C)(C)(C)N(C(O)=O)CCC(=NO)Cl.NC1=C(C=CC=C1)C(=O)NC1=CC=C(C=C1)N 2,4'-diaminobenzeneanilide tert-butyl-(3-chloro-3-(hydroxyimino)propyl)carbamate